N1C[C@@H](CCC1)C1=CC=CC=2N(CCOC21)C2C(NC(CC2)=O)=O 3-[8-[(3S)-3-piperidinyl]-2,3-dihydro-1,4-benzoxazin-4-yl]piperidine-2,6-dione